S(=O)(=O)(O)OCCN(CC)CCCC(C)NC1=CC=NC2=CC(=CC=C12)Cl 2-[[4-[(7-Chloro-4-quinolyl)amino]pentyl]ethylamino]ethanol sulfate